1-(cyclobutyl-difluoromethyl)-3-nitrobenzene C1(CCC1)C(C1=CC(=CC=C1)[N+](=O)[O-])(F)F